ClC1=C(C(=CC=C1)F)C(=O)NC=1C=C(C2=C(NC(=N2)[C@@H]2OCCC2)C1)C(=O)NC1=C(C(=CC=C1)Cl)C 6-{[(2-chloro-6-fluorophenyl)carbonyl]amino}-N-(3-chloro-2-methylphenyl)-2-[(2R)-tetrahydrofuran-2-yl]-1H-benzimidazole-4-carboxamide